COC=1C=C2CCN3C(C2=CC1OC)=C\C(\N(C3=O)C3C(C3)NC(=O)N)=N/C3=C(C=C(C=C3C)C)C 2-[(2E)-9,10-dimethoxy-4-oxo-2-[(2,4,6-trimethylphenyl)imino]-6H,7H-pyrimido[4,3-a]isoquinolin-3-yl]cyclopropylurea